FC1(CCN(CC1)S(=O)(=O)C1=C(C=C(C=C1)OC)C1=CC=CC=C1)C(=O)N[C@H](C)\C=C/S(=O)(=O)C (R,Z)-4-fluoro-1-((5-methoxy-[1,1'-biphenyl]-2-yl)sulfonyl)-N-(4-(methylsulfonyl)but-3-en-2-yl)piperidine-4-carboxamide